{6-[2-(trifluoromethyl)phenoxy]-3,4-dihydro-naphthalen-1-yl}methylamine, hydrochloride Cl.FC(C1=C(OC=2C=C3CCC=C(C3=CC2)CN)C=CC=C1)(F)F